4-(2-(cyclopropanesulfonamido)pyrimidin-4-yl)-N-(4-(6-ethoxypyrazin-2-yl)-2-fluorophenyl)tetrahydro-2H-pyran-4-carboxamide C1(CC1)S(=O)(=O)NC1=NC=CC(=N1)C1(CCOCC1)C(=O)NC1=C(C=C(C=C1)C1=NC(=CN=C1)OCC)F